5-(2-aminobenzo[d]thiazol-6-yl)-6-chloro-N-(3-(trifluoromethoxy)benzyl)nicotinamide tert-butyl-N-[(6-bromo-1,3-benzothiazol-2-yl)methyl]carbamate C(C)(C)(C)OC(NCC=1SC2=C(N1)C=CC(=C2)Br)=O.NC=2SC1=C(N2)C=CC(=C1)C=1C(=NC=C(C(=O)NCC2=CC(=CC=C2)OC(F)(F)F)C1)Cl